tert-butyl (S)-3-((R)-1-(tert-butoxy)-1-oxo-3-(3-(piperazin-1-ylmethyl)phenyl)propan-2-yl)pyrrolidine-1-carboxylate C(C)(C)(C)OC([C@H](CC1=CC(=CC=C1)CN1CCNCC1)[C@H]1CN(CC1)C(=O)OC(C)(C)C)=O